C(C1=CC=CC=C1)OC(=O)N1[C@H](CCC1)[C@@H]([C@H](C1=CC=C(C=C1)F)C1=C(C(=CC=C1)F)F)OS(=O)(=O)C (R)-2-((1R,2R)-2-(2,3-difluorophenyl)-2-(4-fluorophenyl)-1-((methylsulfonyl)oxy)ethyl)pyrrolidine-1-carboxylic acid benzyl ester